[(1S)-1-[(2S,4R)-4-hydroxy-2-[[4-(4-methylthiazol-5-yl)phenyl]methylcarbamoyl]pyrrolidine-1-carbonyl]-2,2-dimethyl-propyl]ammonium chloride [Cl-].O[C@@H]1C[C@H](N(C1)C(=O)[C@H](C(C)(C)C)[NH3+])C(NCC1=CC=C(C=C1)C1=C(N=CS1)C)=O